E-cadaverine NCCCCCN